Tetrahydro-2H-pyran-4-yl (5-(2-fluoro-5-((4-oxo-3,4-dihydrophthalazin-1-yl)methyl)phenyl)-1H-benzoimidazol-2-yl)carbamate FC1=C(C=C(C=C1)CC1=NNC(C2=CC=CC=C12)=O)C1=CC2=C(NC(=N2)NC(OC2CCOCC2)=O)C=C1